COC=1C=C(C=C(C1OC)OC)C1=NNC2=NC=CC(=C21)C=2C=C(C=CC2)NS(=O)(=O)C N-[3-[3-(3,4,5-trimethoxyphenyl)-1H-pyrazolo[3,4-b]pyridin-4-yl]phenyl]meth-anesulfonamide